FC1=C(C=C(C(=O)N)C=C1)C=1C=NC(=NC1)NC(C)(C)C1=NC=CC=C1F 4-fluoro-3-(2-{[1-(3-fluoro(2-pyridyl))-isopropyl]amino}pyrimidin-5-yl)benzamide